ClC1=C(C=C(C(=O)N(C)C2=C(C=CC=C2)OCCNC(=O)NS(=O)(=O)C)C=C1)C=1C=NC(=CC1C#N)C(F)(F)F 4-chloro-3-(4-cyano-6-trifluoromethyl-pyridin-3-yl)-N-{2-[2-(3-methylsulfonyl-ureido)-ethoxy]-phenyl}-N-methyl-benzamide